BrCCOC1=CC=CC=C1 (2-bromoethoxy)benzene